C(C)(C)(C)C=1C(=C(CN[C@H](C(=O)N(C)C)C(C)C)C=CC1)O (S)-2-((3-(tert-butyl)-2-hydroxybenzyl)amino)-N,N,3-trimethylbutanamide